[NH4+].P(=O)(O)(O)CNCC(=O)[O-] (phosphomethyl)glycine ammonium salt